6-cyclopropyl-N-[2-(dimethylamino)ethyl]-1-ethyl-1H-pyrazolo[3,4-b]pyridine-4-carboxamide C1(CC1)C=1C=C(C2=C(N1)N(N=C2)CC)C(=O)NCCN(C)C